(cyclopentadienyl)(1,5-dimethylindenyl)zirconium dichloride [Cl-].[Cl-].C1(C=CC=C1)[Zr+2]C=1C(C2=CC=C(C=C2C1)C)C